2-iodo-N-(2-phenylethyl)acetamide Di-tert-butyl-[3-(3-(4-(((6-fluoropyridin-2-yl)oxy)methyl)benzyl)1,2-oxazol-5-yl)pyridin-2-yl]imidodicarbonate C(C)(C)(C)OC(=O)N(C(=O)OC(C)(C)C)C1=NC=CC=C1C1=CC(=NO1)CC1=CC=C(C=C1)COC1=NC(=CC=C1)F.ICC(=O)NCCC1=CC=CC=C1